C(C)(C)(C)OC(=O)NCC1(CCN(CC1)C=1N=CC(=NC1)SC1=C(C(=NC=C1)N1CCC(CC1)(O)CC(=O)O)Cl)C 2-(1-(4-((5-(4-(((tert-butoxycarbonyl)amino)methyl)-4-methylpiperidin-1-yl)pyrazin-2-yl)thio)-3-chloropyridin-2-yl)-4-hydroxypiperidin-4-yl)acetic acid